CC1=C(SC=C1)C=1NC=2C(=C3C=CC=NC3=C3N=CC=CC23)N1 2-(3-methylthiophene-2-yl)-1H-imidazo[4,5-f][1,10]phenanthroline